vinylmethylbis(trimethylsiloxy)silane C(=C)C[SiH](O[Si](C)(C)C)O[Si](C)(C)C